COC=1C=C(C2=CC=CC=C2C1)C1(CC1)NC(=O)C=1C=C(OCCNC(OC(C)(C)C)=O)C=CC1C tert-Butyl (2-(3-((1-(3-methoxynaphthalen-1-yl)cyclopropyl)carbamoyl)-4-methyl phenoxy)ethyl)carbamate